C(C)OC1=CC(=NC=C1)C=1N=C(SC1)NC1=NC=CC=C1C 4-(4-ethoxypyridin-2-yl)-N-(3-methylpyridin-2-yl)thiazol-2-amine